1,2-dimethyl-1,2-dihydropyrazol-3-one CN1N(C(C=C1)=O)C